tert-Butyl (6-(5-(trifluoromethyl)pyridin-2-yl)thiazolo[4,5-b]pyrazin-2-yl)carbamate FC(C=1C=CC(=NC1)C=1N=C2C(=NC1)N=C(S2)NC(OC(C)(C)C)=O)(F)F